m-methoxy-N,N-di(hydroxyethyl)p-nitrosoaniline COC=1C=C(N(CCO)CCO)C=CC1N=O